ClC=1C=C(C=CC1F)C=1N=CN(C1C=1C=CC=2N(N1)C(=CN2)C#N)CC 6-(4-(3-chloro-4-fluorophenyl)-1-ethyl-1H-imidazol-5-yl)imidazo[1,2-b]pyridazine-3-carbonitrile